oxo-4,6,7,8-tetrahydropyrrolo[1,2-a]pyrimidin O=C1C=CN=C2N1CCC2